Cl.N1CC(C1)OC=1C(=NC=CC1)[N+](=O)[O-] (azetidin-3-yloxy)-2-nitropyridine HCl